[OH-].C[NH+](CCC(C)S(=O)(=O)O)C dimethyl(3-sulfobutyl)ammonium hydroxide